6-fluoro-4-oxo-1-phenyl-7-(piperazin-1-yl)-1,4-dihydroquinoline-3-carboxylic acid FC=1C=C2C(C(=CN(C2=CC1N1CCNCC1)C1=CC=CC=C1)C(=O)O)=O